3-cyclopropyl-4-(4,4,5,5-tetramethyl-1,3,2-dioxaborolan-2-yl)pyridine C1(CC1)C=1C=NC=CC1B1OC(C(O1)(C)C)(C)C